OCC1=CC=C(C=C1)N1N=CC=C1 1-(4-hydroxymethylphenyl)-1H-pyrazole